3-({2-fluoro-3-[(methylsulfamoyl)amino]phenyl}methyl)-6-methyl-7-(pyrimidin-2-yloxy)-3,4-dihydro-2H-1,3-benzoxazin-2-one FC1=C(C=CC=C1NS(NC)(=O)=O)CN1C(OC2=C(C1)C=C(C(=C2)OC2=NC=CC=N2)C)=O